BrC1=NC=CC(=C1)OC1CC(C1)C(=O)OCC1=CC=CC=C1 benzyl 3-[(2-bromo-4-pyridyl)oxy]cyclobutanecarboxylate